ClC1=C(C=C(C=C1)F)C1NC(C2=C1C(=CC1=C(N(N=C21)C)C2(CNC2)O)NC(C2=CC(=CC(=C2)F)C(F)(F)F)=O)=O N-[6-(2-chloro-5-fluorophenyl)-3-(3-hydroxyazetidin-3-yl)-2-methyl-8-oxo-7,8-dihydro-6H-pyrrolo[4,3-g]indazol-5-yl]-5-fluoro-3-(trifluoromethyl)benzamide